N-(4-bromophenyl)-1,3-selenazol-5-carboxamide BrC1=CC=C(C=C1)NC(=O)C1=CN=C[Se]1